propyl-dicyclohexyl-propionaldehyde C(CC)CC(C=O)(C1CCCCC1)C1CCCCC1